quinolin-4(2H)-one-2,2-d2 N1C(CC(C2=CC=CC=C12)=O)([2H])[2H]